BrC=1C(=CC(=NC1)C(CC)O[Si](C)(C)C(C)(C)C)C 5-bromo-2-(1-((tert-butyldimethylsilyl)oxy)propyl)-4-methylpyridine